OC=1C=C(C=CC1O)[C@H]1OC=2C=C(C(=C(C2C[C@@H]1O)O)[C@@H]1[C@H]([C@H](OC2=CC(=CC(=C12)O)O)C1=CC(=C(C=C1)O)O)O)O (2R,3S)-2-(3,4-dihydroxyphenyl)-6-[(2R,3R,4S)-2-(3,4-dihydroxyphenyl)-3,5,7-trihydroxy-3,4-dihydro-2H-chromen-4-yl]-3,4-dihydro-2H-chromene-3,5,7-triol